N-benzyl-N,N-diallyl-ammonium C(C1=CC=CC=C1)[NH+](CC=C)CC=C